N-[2-ethyl-4-oxo-3-[[1-[2-(2H-tetrazol-5-yl)phenyl]-4-piperidyl]methyl]quinazolin-6-yl]benzamide C(C)C1=NC2=CC=C(C=C2C(N1CC1CCN(CC1)C1=C(C=CC=C1)C=1N=NNN1)=O)NC(C1=CC=CC=C1)=O